tert-butyl (6S,7S)-7-((difluoromethyl)sulfonamido)-6-((2,3',5'-trifluoro-[1,1'-biphenyl]-3-yl)methyl)-5-azaspiro[2.4]heptane-5-carboxylate FC(S(=O)(=O)N[C@@H]1[C@@H](N(CC12CC2)C(=O)OC(C)(C)C)CC=2C(=C(C=CC2)C2=CC(=CC(=C2)F)F)F)F